(R)-2-((3,4-diphenylethoxyphenoxy)methyl)oxirane methyl-2-((S)-2-amino-3-cyclopropylpropanamido)-3-(4,5,6,7-tetrahydrobenzo[d]thiazol-4-yl)propanoate hydrochloride Cl.COC(C(CC1CCCC2=C1N=CS2)NC([C@H](CC2CC2)N)=O)=O.C2(=CC=CC=C2)C=2C(=C(OC[C@@H]1OC1)C=CC2C2=CC=CC=C2)OCC